C(C)(C)(C)S(=O)NC(CC(CCOC=1C=2N(C=C(N1)C=1C=C(C=CC1)[C@@H](C)N(C(OC(C)(C)C)=O)CC)C=CN2)C)CCC(F)(F)F tert-butyl ((1R)-1-(3-(8-((5-((tert-butylsulfinyl)amino)-8,8,8-trifluoro-3-methyloctyl)oxy)imidazo[1,2-a]pyrazin-6-yl)phenyl)ethyl)(ethyl)carbamate